C[SiH](C)N(N(C)[SiH](C)C)C Bis(Dimethylsilyl)Dimethylhydrazine